1-(2-Amino-4,6-difluorophenyl)ethan-1-one NC1=C(C(=CC(=C1)F)F)C(C)=O